2-isopropyl-2-ethoxymethyl-1,3-dimethoxycyclohexane C(C)(C)C1(C(CCCC1OC)OC)COCC